6-fluoro-4-(5-((R)-1-(5,6,7-trifluoro-1H-benzo[d]imidazol-2-yl)propan-2-yl)bicyclo[2.2.1]heptan-2-yl)quinoline FC=1C=C2C(=CC=NC2=CC1)C1C2CC(C(C1)C2)[C@@H](CC2=NC1=C(N2)C(=C(C(=C1)F)F)F)C